NC=1C(=C(C=CC1)Br)C(F)(F)F amino-2-trifluoromethyl-bromobenzene